C12CNCC(N1C=1C=C3C(N(C(C3=CC1)=O)N1C(NC(CC1)=O)=O)=O)C2 5-(3,6-diazabicyclo[3.1.1]heptan-6-yl)-2-(2,4-dioxotetrahydropyrimidin-1(2H)-yl)isoindoline-1,3-dione